ClC=1C=CC(=C(C1)N1C(C(N(CC1)[C@H](C(=O)NC1=CC2=C(NC(=N2)C(=O)O)C=C1)CC1=CC=CC=C1)=O)=O)N1N=NN=C1 (S)-5-(2-(4-(5-chloro-2-(1H-tetrazol-1-yl)phenyl)-2,3-dioxopiperazin-1-yl)-3-phenylpropionamido)-1H-benzo[d]imidazole-2-carboxylic acid